tert-butyl (2S)-4-{7-bromo-4-[(2-fluoro-5-methyl-4-{[1,2,4]triazolo[1,5-a]pyridin-7-yloxy}phenyl)amino]pyrido[3,2-d]pyrimidin-6-yl}-2-(hydroxymethyl)piperazine-1-carboxylate BrC1=CC=2N=CN=C(C2N=C1N1C[C@H](N(CC1)C(=O)OC(C)(C)C)CO)NC1=C(C=C(C(=C1)C)OC1=CC=2N(C=C1)N=CN2)F